CC1(CC(C1)(C1=NN=CN1C)C=1C=C(C=CC1)N1C(C2=CC(=CC(=C2C1)C(F)(F)F)CNC1(CCC1)C)=O)C 2-(3-(3,3-dimethyl-1-(4-methyl-4H-1,2,4-triazol-3-yl)cyclobutyl)phenyl)-6-(((1-methylcyclobutyl)amino)methyl)-4-(trifluoromethyl)isoindolin-1-one